1-(4-bromo-3,5-dimethylbenzyl)-3-methylazetidin-3-yl acetate C(C)(=O)OC1(CN(C1)CC1=CC(=C(C(=C1)C)Br)C)C